4-((1-(4-(2-(2-Aminopyridin-3-yl)-5-(2-hydroxypyridin-3-yl)-3H-imidazo[4,5-b]pyridin-3-yl)benzyl)piperidin-4-yl)amino)pyrimidine-2-carbonitrile NC1=NC=CC=C1C1=NC=2C(=NC(=CC2)C=2C(=NC=CC2)O)N1C1=CC=C(CN2CCC(CC2)NC2=NC(=NC=C2)C#N)C=C1